2,4-dimethoxy-5-[(1E)-3,3,3-trifluoroprop-1-en-1-yl]pyrimidine COC1=NC=C(C(=N1)OC)\C=C\C(F)(F)F